dibenzooxaphosphorin C1=CC=CC2=C1C1=C(PO2)C=CC=C1